C[C@@H]1N(CCN(C1)C1=NC=CC=C1)C1=CC=C(C=N1)N (S)-6-(2-methyl-4-(pyridin-2-yl)piperazin-1-yl)pyridin-3-amine